C(C)(C)(C)[Si](OCCN1N=C2C=CC(=CC2=C1)B1OC(C(O1)(C)C)(C)C)(C)C tert-butyl-dimethyl-[2-[5-(4,4,5,5-tetramethyl-1,3,2-dioxaborolan-2-yl)indazol-2-yl]ethoxy]silane